[Na].C=CCCCCCCCCCCCC tetradecene sodium